C(#N)C1=C(OCC2(CCCCC2)NC(OC(C)(C)C)=O)C=C(C=C1SC)C1=CN=C2N1C(=CC=C2)C#N tert-Butyl (1-((2-cyano-5-(5-cyanoimidazo[1,2-a]pyridin-3-yl)-3-(methylthio)phenoxy)methyl)cyclohexyl)carbamate